4-((4-chlorophenyl)amino)cyclobut-3-ene-1,2-dione ClC1=CC=C(C=C1)NC1=CC(C1=O)=O